FC1=C(CN2[C@@H](CCC2=O)CC(=O)N([C@@H]([C@H](OC)C)C(=O)OC)CC#C)C=CC=C1F Methyl N-(2-((S)-1-(2,3-difluorobenzyl)-5-oxopyrrolidin-2-yl)acetyl)-O-methyl-N-(prop-2-yn-1-yl)-L-threoninate